(R)-tert-butyl (1-(5-methyl-1,3,4-oxadiazol-2-yl)piperidin-3-yl)carbamate CC1=NN=C(O1)N1C[C@@H](CCC1)NC(OC(C)(C)C)=O